6-imidazo[1,5-a]pyridin-6-yl-N2-[(1-propylpyrazol-3-yl)methyl]-1,3,5-triazine-2,4-diamine C=1N=CN2C1C=CC(=C2)C2=NC(=NC(=N2)NCC2=NN(C=C2)CCC)N